OCC(CCO)(O)CC 1-(hydroxymethyl)-1-Ethylpropane-1,3-diol